(2S)-3-(3-bromophenyl)-2-[(2-methylpropan-2-yl)oxycarbonylamino]propanoic acid BrC=1C=C(C=CC1)C[C@@H](C(=O)O)NC(=O)OC(C)(C)C